CC1(NC2=CC=C(C=C2C=C1)N1CCN(CC1)C)C 2,2-dimethyl-6-(4-methylpiperazin-1-yl)-1,2-dihydroquinoline